[C@H]12CC(C[C@H](CC1)O2)N2N=C(C(=C2)C(=O)NC2=NC(=CC=C2)C2=CN=C1N2[C@H](CC1)C)OC 1-((1R,3R,5S)-8-oxabicyclo[3.2.1]octan-3-yl)-3-methoxy-N-(6-((S)-5-methyl-6,7-dihydro-5H-pyrrolo[1,2-a]imidazol-3-yl)pyridin-2-yl)-1H-pyrazole-4-carboxamide